C=C (M)-Ethylene